C(C)OC(=O)C1=C(N=C(S1)NC=1NC(C=C(N1)N1CC(NCC1)C(=O)N)(NCC1=CC(=C(C(=C1)OC)OC)OC)C)C 2-[[4-[3-(aminocarbonyl)-1-piperazinyl]-6-methyl-6-[[(3,4,5-trimethoxyphenyl)methyl]amino]-2-pyrimidinyl]amino]-4-methyl-5-thiazolecarboxylic acid ethyl ester